FC(C)(F)C=1C=C(N(N1)C)S(=O)(=O)Cl 5-(1,1-difluoroethyl)-2-methyl-pyrazole-3-sulfonyl chloride